5-(2-chloro-5-(isobutyrylaminomethyl)benzoylamino)-N-(3-fluorophenyl)-1-(2-methoxyethyl)-1H-indole-2-carboxamide ClC1=C(C(=O)NC=2C=C3C=C(N(C3=CC2)CCOC)C(=O)NC2=CC(=CC=C2)F)C=C(C=C1)CNC(C(C)C)=O